BrC1=CN(C=2N=CN=C(C21)NC2CCC(CC2)NC(OC(C)(C)C)=O)COCC[Si](C)(C)C Tert-butyl N-[4-[[5-bromo-7-(2-trimethylsilylethoxymethyl)pyrrolo[2,3-d]pyrimidin-4-yl] amino]cyclohexyl]carbamate